(S)-(1-(3-(4-cyanophenyl)-2-(4-methylphenyl)quinoxalin-6-yl)piperidin-3-yl)carbamic acid tert-butyl ester C(C)(C)(C)OC(N[C@@H]1CN(CCC1)C=1C=C2N=C(C(=NC2=CC1)C1=CC=C(C=C1)C)C1=CC=C(C=C1)C#N)=O